FC(C(CC(=O)N1CCC(CC1)(O)CN1C=NN2C(C1=O)=NC=C2C=2C=C1CC(CC1=CC2)=O)N2N=C(C=C2)F)F 3-((1-(4,4-difluoro-3-(3-fluoro-1H-pyrazol-1-yl)butyryl)-4-hydroxypiperidin-4-yl)methyl)-7-(2-oxo-2,3-dihydro-1H-inden-5-yl)imidazo[2,1-f][1,2,4]triazin-4(3H)-one